BrC=1C(=C(N)C(=C(C1)F)OC)[N+](=O)[O-] 3-bromo-5-fluoro-6-methoxy-2-nitroaniline